C[C@@H]1CN(CCC1)CC=1NC=2C(NC=C(C2C1)C1CC1)=O 2-{[(s)-3-methyl-1-piperidyl]methyl}-4-cyclopropyl-1,6-dihydro-1,6-diaza-7-indenone